[F-].[Hf+4].[F-].[F-].[F-] Hafnium(IV) fluoride